CC(CO)CCCCCCCCCC 2-methyl-dodecan-1-ol